pyridin-2-yl-oxo-butanoic acid ethyl ester C(C)OC(C(C(C)C1=NC=CC=C1)=O)=O